N1C(C2(C=3C1=NC=CC3)C[C@@H]3[C@@H](CNC3)C2)=O (3aR,5R,6aS)-2,3,3a,4,6,6a-hexahydro-1H-spiro[Cyclopent[c]pyrrole-5,3'-pyrrolo[2,3-b]pyridine]-2'(1'H)-one